2-(9H-carbazol-2-yl)-N-(3-chloro-4-fluorobenzyl)acetamide C1=C(C=CC=2C3=CC=CC=C3NC12)CC(=O)NCC1=CC(=C(C=C1)F)Cl